tert-butyl N-[(1R)-1-[3-(5-methyl-1,3,4-thiadiazol-2-yl)phenyl]ethyl]carbamate CC1=NN=C(S1)C=1C=C(C=CC1)[C@@H](C)NC(OC(C)(C)C)=O